1-(5-fluoro-2-((3-methoxy-1-((2R,4R)-2-methylpiperidin-4-yl)-1H-pyrazol-4-yl)amino)pyrimidin-4-yl)-1H-indole-4-carbonitrile FC=1C(=NC(=NC1)NC=1C(=NN(C1)[C@H]1C[C@H](NCC1)C)OC)N1C=CC=2C(=CC=CC12)C#N